3,4,5-trifluoro-phenylmagnesium chloride FC=1C=C(C=C(C1F)F)[Mg]Cl